titanium (IV) porphyrin C12=CC=C(N1)C=C1C=CC(=N1)C=C1C=CC(N1)=CC=1C=CC(N1)=C2.[Ti+4]